C(CCC)S(=O)(=O)C n-Butylmethylsulfone